[Si](C)(C)(C(C)(C)C)C#CC=1C(=C(C=C(C1)C)[O-])I 3-[2-[tert-butyl(dimethyl)silyl]ethynyl]-2-iodo-5-methyl-phenolAt